para-amino-N,N-diethylaniline NC1=CC=C(N(CC)CC)C=C1